([1,2,4]triazolo[4,3-a]quinazolin-5-yl)-3,4-dihydro-2H-benzo[b][1,4]oxazine C1=NN=C2N1C1=CC=CC=C1C(=N2)C2CNC1=C(O2)C=CC=C1